(5RS)-2-(Pyridin-2-ylmethyl)-5-(pyrrolidin-1-ylcarbonyl)-5,6,7,8-tetrahydro[1,2,4]triazolo[4,3-a]pyridine-3(2H)-one N1=C(C=CC=C1)CN1N=C2N([C@H](CCC2)C(=O)N2CCCC2)C1=O |r|